3-(2-(1-(trifluoromethyl)cyclopropyl)ethoxy)-1H-pyrazole-4-carboxylic acid FC(C1(CC1)CCOC1=NNC=C1C(=O)O)(F)F